N-(4-((7-chloro-1-methyl-2-((1-methyl-2-oxo-5-(trifluoromethyl)-1,2-dihydropyridin-3-yl)amino)-1H-imidazo[4,5-b]pyridin-6-yl)oxy)pyridin-2-yl)-2-((2-methoxyethyl)amino)acetamide ClC1=C2C(=NC=C1OC1=CC(=NC=C1)NC(CNCCOC)=O)N=C(N2C)NC=2C(N(C=C(C2)C(F)(F)F)C)=O